C1(CC1)C=1N=CNC1 4-cyclopropyl-1H-imidazol